(1-(tert-butoxycarbonyl)-5-(methoxycarbonyl)-1H-pyrrol-2-yl)boronic acid C(C)(C)(C)OC(=O)N1C(=CC=C1C(=O)OC)B(O)O